2-[4-(5-Amino-4-cyano-1-isopropylpyrazol-3-yl)-2,3-difluorophenyl]-N-[3-[4-(trifluoromethyl)bicyclo[2.2.1]heptan-1-yl]-1,2-oxazol-5-yl]acetamide NC1=C(C(=NN1C(C)C)C1=C(C(=C(C=C1)CC(=O)NC1=CC(=NO1)C12CCC(CC1)(C2)C(F)(F)F)F)F)C#N